lithium 2-(tert-butyl)-2-nonylpropanedioate C(C)(C)(C)C(C(=O)[O-])(C(=O)[O-])CCCCCCCCC.[Li+].[Li+]